ClC1=C(C(=NC=C1)C#N)Cl dichloropyridinecarbonitrile